(2R,3S)-1-(diphenylmethyl)-2-methylazetidin-3-yl methanesulfonate CS(=O)(=O)O[C@@H]1[C@H](N(C1)C(C1=CC=CC=C1)C1=CC=CC=C1)C